CNC=1N=CC(=C2C=C(N=CC12)NC(=O)[C@H]1[C@H](C1)C(F)(F)F)C1=NN2C(C=CC(=C2)N2C[C@@H](OCC2)C)=N1 (1R,2S)-N-(8-(methylamino)-5-(6-((S)-2-methylmorpholino)-[1,2,4]triazolo[1,5-a]pyridin-2-yl)-2,7-naphthyridin-3-yl)-2-(trifluoromethyl)cyclopropan-1-carboxamide